S(=O)(=O)([O-])[O-].[K+].N[C@@H](CC1=CC=CC=C1)C(=O)O.[K+] L-phenylalanine potassium sulfate